tert-butyl (5-bromo-2-hydroxypyridin-3-yl)carbamate BrC=1C=C(C(=NC1)O)NC(OC(C)(C)C)=O